C1(CC1)C1=CC(=C(C=C1)C1CC2(CNC2)CC1)C 6-(4-Cyclopropyl-2-methylphenyl)-2-azaspiro[3.4]octan